6-(2-fluoro-4-(piperidin-1-ylmethyl)phenyl)quinolin FC1=C(C=CC(=C1)CN1CCCCC1)C=1C=C2C=CC=NC2=CC1